C12(C(=O)CC(CC1)C2(C)C)CS(=O)(=O)[O-] (+)-10-camphorsulfonate